C[C@@H]1CN(C[C@@H](O1)C)C(=O)C=1C2=C(N(N1)CC(=O)N1CCC(CC1)C1=NC=CC(=C1C)C)CCC2 2-(3-(cis-2,6-Dimethylmorpholin-4-carbonyl)-5,6-dihydrocyclopenta[c]pyrazol-1(4H)-yl)-1-(4-(3,4-dimethylpyridin-2-yl)piperidin-1-yl)ethan-1-on